3-Methyl-4-carboxybutylthiophene CC(CCC=1SC=CC1)CC(=O)O